4-((4-methylpiperazin-1-yl)methyl)-N-(3-chloro-4-(pyridine-2-ylmethoxy)phenyl)benzamide CN1CCN(CC1)CC1=CC=C(C(=O)NC2=CC(=C(C=C2)OCC2=NC=CC=C2)Cl)C=C1